5-{5-bromothieno[2,3-d][1,3]thiazol-2-yl}-7-fluoro-2-methylindazole BrC1=CC2=C(N=C(S2)C2=CC3=CN(N=C3C(=C2)F)C)S1